C(C)(=O)N1CC2=CC=CC(=C2CC1)C1=CC(=NC2=CC=CC=C12)C=O 4-(2-acetyl-1,2,3,4-tetrahydroisoquinolin-5-yl)quinoline-2-carbaldehyde